2-[N-(3,4-dichlorophenyl)]aminobenzoxazole ClC=1C=C(C=CC1Cl)NC=1OC2=C(N1)C=CC=C2